ClC(CCCCO)(CCC)Cl 5,5-dichloro-octanol